5-[7-[[5-(3-hydroxy-3-methyl-azetidine-1-carbonyl)-2-pyridyl]amino]-3-methyl-imidazo[4,5-b]pyridin-5-yl]oxy-4-methyl-pyridine-2-carbonitrile OC1(CN(C1)C(=O)C=1C=CC(=NC1)NC1=C2C(=NC(=C1)OC=1C(=CC(=NC1)C#N)C)N(C=N2)C)C